N-((2,6-dihydroxy-5'-methyl-4-pentyl-2'-(prop-1-en-2-yl)-[1,1'-biphenyl]-3-yl)methyl)pyrrolidine-1-carboxamide OC1=C(C(=CC(=C1CNC(=O)N1CCCC1)CCCCC)O)C1=C(C=CC(=C1)C)C(=C)C